C(C1=CC=CC=C1)(=O)[O-] benzoate